4-[6-[3-(4-iodophenoxy)azetidin-1-yl]-3-pyridinyl]-6-(1-methylpyrazol-4-yl)pyrazolo[1,5-a]pyridine-3-carbonitrile IC1=CC=C(OC2CN(C2)C2=CC=C(C=N2)C=2C=3N(C=C(C2)C=2C=NN(C2)C)N=CC3C#N)C=C1